Ethyl-perfluorooctanesulfonamidoethanol C(C)OC(C(F)(F)F)(NS(=O)(=O)C(C(C(C(C(C(C(C(F)(F)F)(F)F)(F)F)(F)F)(F)F)(F)F)(F)F)(F)F)F